C(C)(C)(C)OC(=O)N(C([O-])=O)C=1C(=NC(=NC1)C)Cl (tert-butoxycarbonyl)(4-chloro-2-methylpyrimidin-5-yl)carbamate